NC=1C2=C(N=CN1)N(C(=C2C2=CC(=C(C=C2)OC=2C=NC(=CC2)C)OC)C2CN(CC2)C(C=C)=O)C 1-(3-(4-amino-5-(3-methoxy-4-((6-methylpyridin-3-yl)oxy)phenyl)-7-methyl-7H-pyrrolo[2,3-d]pyrimidin-6-yl)pyrrolidin-1-yl)prop-2-en-1-one